FC=1C=C2C(=CN(C2=CC1)CC(C)N(C)C)C 1-(5-fluoro-3-methyl-1H-indol-1-yl)-N,N-dimethylpropan-2-amine